C1(CC1)C1=NN(C=N1)C1CC2(CN(C2)C(=O)N2CC3(CN(C3)S(=O)(=O)N3CCOCC3)C2)C1 [6-(3-cyclopropyl-1,2,4-triazol-1-yl)-2-azaspiro[3.3]heptan-2-yl]-(2-morpholinosulfonyl-2,6-diazaspiro[3.3]heptan-6-yl)methanone